2,4-dichloro-7,7-dimethyl-5,6,7,8-tetrahydroquinoline-3-carbonitrile ClC1=NC=2CC(CCC2C(=C1C#N)Cl)(C)C